N-(beta-aminoethyl)aminopropyl-triisopropoxysilane NCCNCCC[Si](OC(C)C)(OC(C)C)OC(C)C